2-[[2-Methyl-2-(prop-2-enoylamino)propanoyl]amino]-3-phenylpropanoic Acid, Sodium Salt [Na+].CC(C(=O)NC(C(=O)[O-])CC1=CC=CC=C1)(C)NC(C=C)=O